ONC(C1=CC=C(C=C1)CCCN1CCC(CC1)CN[C@H]1[C@@H](C1)C=1C=NN(C1)C1=CC=CC=C1)=O N-hydroxy-4-(3-(4-((((1R,2S)-2-(1-phenyl-1H-pyrazol-4-yl)cyclopropyl)amino)methyl)piperidin-1-yl)propyl)benzamide